lithium germanium silicon phosphosulfide P(=O)(=O)SP(=O)=O.[Si].[Ge].[Li]